(6R)-6-{[7-bromo-2-(4-methoxyphenyl)[1,2,4]triazolo[1,5-c]quinazolin-5-yl]amino}-1,4-diazepin-5-one hydrochloride Cl.BrC1=CC=CC=2C=3N(C(=NC12)NC=1C(N=CC=NC1)=O)N=C(N3)C3=CC=C(C=C3)OC